ClC1=C(C(=CC2=C1C(=NO2)C2=CC=C(C=C2)Cl)Cl)F 4,6-Dichloro-3-(4-chlorophenyl)-5-fluorobenzo[d]isoxazole